Cl.N[C@H]1CN(CCC1)C(=O)C1=CC2=C(N(C(=N2)C=2N(C3=CC=CC=C3C2)CC(F)(F)F)C)C(=C1)OC (R)-(3-Aminopiperidin-1-yl)(7-methoxy-1-methyl-2-(1-(2,2,2-trifluoroethyl)-1H-indol-2-yl)-1H-benzo[d]imidazol-5-yl)methanone, hydrochloride salt